FC1=CC(=C(C=C1)[C@H]1[C@H](O[C@@]([C@@H]1C)(C(F)(F)F)C)C(=O)NC1=CC(=NC=C1)C(=O)N)O (2S,3S,4R,5S)-4-[[3-(4-Fluoro-2-hydroxy-phenyl)-4,5-dimethyl-5-(trifluoromethyl)tetrahydrofuran-2-carbonyl]amino]pyridin-2-carboxamid